(S)-2-((((9H-fluoren-9-yl)methoxy)carbonyl)(methyl)amino)-4-(3-((tert-butoxycarbonyl)amino)phenyl)butanoic acid C1=CC=CC=2C3=CC=CC=C3C(C12)COC(=O)N([C@H](C(=O)O)CCC1=CC(=CC=C1)NC(=O)OC(C)(C)C)C